Benzyl [2-({(2S)-2-(L-asparaginylamino)-4-[{(1R)-1-[1-benzyl-4-(2,5-difluorophenyl)-1H-pyrrol-2-yl]-2,2-dimethylpropyl}(glycoloyl)amino]butanoyl}amino)ethyl]carbamate trifluoroacetate FC(C(=O)O)(F)F.N[C@@H](CC(N)=O)C(=O)N[C@H](C(=O)NCCNC(OCC1=CC=CC=C1)=O)CCN(C(CO)=O)[C@H](C(C)(C)C)C=1N(C=C(C1)C1=C(C=CC(=C1)F)F)CC1=CC=CC=C1